2-((2-methyl-4-nitrophenoxy)methyl)benzo[b]thiophene CC1=C(OCC2=CC3=C(S2)C=CC=C3)C=CC(=C1)[N+](=O)[O-]